(4'-bromo-[1,1'-biphenyl]-4-yl)triphenylsilane BrC1=CC=C(C=C1)C1=CC=C(C=C1)[Si](C1=CC=CC=C1)(C1=CC=CC=C1)C1=CC=CC=C1